2-(4-(Methylamino)phenyl)6-hydroxybenzol CNC1=CC=C(C=C1)C1=CC(=CC=C1)O